OC1=CC(=NC(=N1)N1CCOCC1)C1N(CC1)C(=O)OC(C)(C)C Tert-butyl 2-(6-hydroxy-2-morpholinopyrimidine-4-yl)azetidine-1-carboxylate